8-methyl-2-{[(2S)-4-methylmorpholin-2-yl]methyl}-4,5-dihydro-2H-furo[2,3-g]indazole-7-carboxylic acid ethyl ester C(C)OC(=O)C1=C(C2=C(CCC3=CN(N=C23)C[C@@H]2CN(CCO2)C)O1)C